1,4-bis(4-aminobenzyl)benzene methyl-4-(3,6-dihydro-2H-thiopyran-4-yl)benzoate COC(C1=CC=C(C=C1)C=1CCSCC1)=O.NC1=CC=C(CC2=CC=C(C=C2)CC2=CC=C(C=C2)N)C=C1